C(CCC)C=1C=C2C(=CC(=NC2=CC1)N(C(CC(=O)O)C)C)C1=CC=CC=C1 3-[(6-butyl-4-phenylquinolin-2-yl)(methyl)amino]butanoic acid